(Z)-tetradecan-9-en-1-yl acetate C(C)(=O)OCCCCCCCC\C=C/CCCC